methyl 1-acetyl-3-(methoxy (phenyl) methylene)-2-oxoindoline-6-carboxylate C(C)(=O)N1C(C(C2=CC=C(C=C12)C(=O)OC)=C(C1=CC=CC=C1)OC)=O